BrC1=CC(=CC=N1)N1CC(C1)(F)F 6-Bromo-4-(3,3-difluoroazetidin-1-yl)pyridine